2-[[6-(1,3-benzothiazol-2-ylamino)-5-methyl-pyridazin-3-yl]-methyl-amino]-5-[3-[2-fluoro-4-[3-(4-methylpiperazin-1-yl)prop-1-ynyl]phenoxy]propyl]thiazole-4-carboxylic acid S1C(=NC2=C1C=CC=C2)NC2=C(C=C(N=N2)N(C=2SC(=C(N2)C(=O)O)CCCOC2=C(C=C(C=C2)C#CCN2CCN(CC2)C)F)C)C